C(C)C=1N=CC(=NC1OC)C1CC(CC1)N1CCN(CC1)C=1C=CC(=NC1F)C(=O)NC 5-(4-(3-(5-ethyl-6-methoxypyrazin-2-yl)cyclopentyl)piperazin-1-yl)-6-fluoro-N-methylpicolinamide